CS(=O)(=O)C1=CC=C(C=C1)CC(=O)NC1=CC(=C(C=C1)C1=C(C=CC=C1)OC(F)(F)F)C(F)(F)F (4-(methylsulfonyl)phenyl)-N-(2'-(trifluoromethoxy)-2-(trifluoromethyl)-[1,1'-biphenyl]-4-yl)acetamide